BrC1=CC=C(C(=N1)OC)OC=1N=C(SC1C(\C=C\N(C)C)=O)C (E)-1-[4-[(6-bromo-2-methoxy-3-pyridyl)oxy]-2-methyl-thiazol-5-yl]-3-(dimethylamino)prop-2-en-1-one